C(C)(C)OC1=C(C=CC=C1)[C@@H]1CN(CCN1)CC=1C=NC(=CC1)C(F)(F)F (3R)-3-(2-isopropoxyphenyl)-1-{[6-(trifluoromethyl)pyridin-3-yl]methyl}piperazine